C1(CCC1)C=1C(=NN(C1NC(OC1CC(C1)(F)F)=O)CC(F)(F)F)C1CC(C1)(F)F 3,3-difluorocyclobutyl (4-cyclobutyl-3-(3,3-difluorocyclobutyl)-1-(2,2,2-trifluoroethyl)-1H-pyrazol-5-yl)carbamate